ClC=1C(=C(C=CC1)C1(CN(C(C2=CC=C(C(=C12)F)NC1CN(C1)C1C(NCCC1)=O)=O)C1=NN(C=C1F)C)C)F 4-(3-Chloro-2-fluorophenyl)-5-fluoro-2-(4-fluoro-1-methyl-1H-pyrazol-3-yl)-4-methyl-6-{[1-(2-oxopiperidin-3-yl)azetidin-3-yl]amino}-3,4-dihydroisoquinolin-1(2H)-one